1-((3R,4R)-4-(2-chlorophenyl)-1-(2,2-difluorobutyl)pyrrolidine-3-carbonyl)-4-fluoro-N-((R,Z)-4-(methylsulfonyl)but-3-en-2-yl)piperidine-4-carboxamide ClC1=C(C=CC=C1)[C@H]1[C@H](CN(C1)CC(CC)(F)F)C(=O)N1CCC(CC1)(C(=O)N[C@H](C)\C=C/S(=O)(=O)C)F